N-methyl-2-methylaniline CNC1=C(C=CC=C1)C